Didecyldimethylammonium bromid [Br-].C(CCCCCCCCC)[N+](C)(C)CCCCCCCCCC